7-ethyl-6-nitro-1,2,3,4-tetrahydroisoquinoline C(C)C1=C(C=C2CCNCC2=C1)[N+](=O)[O-]